dimethyl(dec-9-en-1-yl)aluminum C[Al](CCCCCCCCC=C)C